N1(CCNCCC1)C(=O)OC(C)(C)C1=C(C=C(C=C1)F)NC1=NC(=NC=C1Br)NC1=C(C=C(C(=C1)C)N1CCC(CC1)N1CCN(CC1)C)Cl 2-(2-((5-Bromo-2-((2-chloro-5-methyl-4-(4-(4-methylpiperazin-1-yl)piperidin-1-yl)phenyl)amino)pyrimidin-4-yl)amino)-4-fluorophenyl)propan-2-ol 1,4-diazepane-1-carboxylate